4-amino-1-(4-((5-fluoro-2-methoxybenzamido)methyl)phenyl)-3-(tetrahydrofuran-3-yl)-1H-pyrazole-5-carboxamide NC=1C(=NN(C1C(=O)N)C1=CC=C(C=C1)CNC(C1=C(C=CC(=C1)F)OC)=O)C1COCC1